C(CCC)[N+](CCCC)(CCCC)CCCC N,N,N,N-tetrabutylammonium